ClC1=CC=C(CNP(OCC)(=O)CC2=CC=C(C=C2)C2=NOC(=N2)C(F)(F)F)C=C1 ethyl N-(4-chlorobenzyl)-P-(4-(5-(trifluoromethyl)-1,2,4-oxadiazol-3-yl)benzyl)phosphonamidate